1-dimethylmethoxysilylethyldimethylsilyl-4-bis(diethylamino)methylsilylethyldimethylsilylbenzene C[Si](C(C)C=1C(=C(C=CC1CC[SiH2]C(N(CC)CC)N(CC)CC)[SiH](C)C)[SiH](C)C)(OC)C